ClC1=C(C=CC(=C1)NC(CCCCCCCCCCCCC)=O)C1=CC(OC2=CC(=CC=C12)O[C@@H](C(=O)N(CC(=O)O)CC)C)=O 2-[[(2R)-2-[4-[2-chloro-4-(tetradecanoylamino)phenyl]-2-oxo-chromen-7-yl]oxypropanoyl]-ethyl-amino]acetic acid